4-[(1,3-dihydro-1-hydroxy-2,1-benzoxazol-5-yl)oxy]benzonitrile ON1OCC2=C1C=CC(=C2)OC2=CC=C(C#N)C=C2